C(CCCCCCC)C1=CC=C(NC2=CC=C(C=C2)CCCCCCCC)C=C1 4-octyl-N-(4-octyl-phenyl)aniline